CN1CCC(CC1)C(=O)NC1=NN(C2=CC=C(C=C12)C1=CC=CC=C1)C(C1=CC=CC=C1)(C1=CC=CC=C1)C1=CC=CC=C1 1-Methyl-N-(5-phenyl-1-trityl-1H-indazol-3-yl)piperidine-4-carboxamide